NC1=CC=C(C=N1)OC1=CC=C(C=C1)NC(=O)NC1=CC(=C(C=C1)Cl)Cl 1-(4-((6-aminopyridin-3-yl)oxy)phenyl)-3-(3,4-dichlorophenyl)urea